2-(2,6-Dioxopiperidin-3-yl)-5-(4-(8-hydroxyoctyl)piperazin-1-yl)isoindoline-1,3-dione O=C1NC(CCC1N1C(C2=CC=C(C=C2C1=O)N1CCN(CC1)CCCCCCCCO)=O)=O